4-[5-amino-2-(2,4-difluorophenoxy)phenyl]-6-methyl-1H-pyrrolo[2,3-c]pyridin-7-one NC=1C=CC(=C(C1)C=1C2=C(C(N(C1)C)=O)NC=C2)OC2=C(C=C(C=C2)F)F